N-((R)-2-(2-(dimethylamino)ethoxy)-1-(4-(ethylsulfonyl)phenyl)ethyl)benzamide CN(CCOC[C@@H](C1=CC=C(C=C1)S(=O)(=O)CC)NC(C1=CC=CC=C1)=O)C